ClC=1C(=C(NC2=C(NC3=C2C(NCC3)=O)C3=C(C=NC=C3)OC[C@@H]3CN(CCO3)CC(F)(F)F)C=C(C1)F)OC 3-(3-chloro-5-fluoro-2-methoxyanilino)-2-(3-{[(2S)-4-(2,2,2-trifluoroethyl)morpholin-2-yl]methoxy}pyridin-4-yl)-1,5,6,7-tetrahydro-4H-pyrrolo[3,2-c]pyridin-4-one